(2R,6R)-4-((R)-1-(3,5-difluoropyridin-4-yl)-3-methoxypropyl)-1-isobutyryl-6-methyl-N-(4-(pyrimidin-2-yl)benzyl)piperazine-2-carboxamide FC=1C=NC=C(C1[C@@H](CCOC)N1C[C@@H](N([C@@H](C1)C)C(C(C)C)=O)C(=O)NCC1=CC=C(C=C1)C1=NC=CC=N1)F